N-((1r,4r)-4-methoxycyclohexyl)-6-(thiazol-5-yl)picolinamide COC1CCC(CC1)NC(C1=NC(=CC=C1)C1=CN=CS1)=O